2,2,5,5-tetramethyl-3-carboxypyrrolidine CC1(NC(CC1C(=O)O)(C)C)C